1-methylpyrrolidin-2-yl-acetamide CN1C(CCC1)CC(=O)N